(R)-N-((S)-1-(6-((R)-Amino(cyclopropyl)methyl)-1-((2-(trimethylsilyl)ethoxy)methyl)-1H-benzo[d]imidazol-2-yl)-4,4,4-trifluoro-3,3-dimethylbutyl)-2-methylpropane-2-sulfinamide N[C@@H](C=1C=CC2=C(N(C(=N2)[C@H](CC(C(F)(F)F)(C)C)N[S@](=O)C(C)(C)C)COCC[Si](C)(C)C)C1)C1CC1